C1=CC=C(C=C1)CNC2=CC=C(C=C2)NCC3=CC=CC=C3 N,N'-dibenzyl-p-phenylenediamine